diallyl 2,6-naphthalenedicarboxylate C1=C(C=CC2=CC(=CC=C12)C(=O)OCC=C)C(=O)OCC=C